N1=NC=C(C=C1)C=1SC=C(N1)C(=O)O 2-(pyridazin-4-yl)thiazole-4-carboxylic acid